C(C)OC(=O)C1(OC(C(=C1)C1=CC=C(C=C1)I)=O)C(C(=O)OCC)O Ethyl-2-(2-ethoxy-1-hydroxy-2-oxoethyl)-4-(4-iodophenyl)-5-oxo-2,5-dihydrofuran-2-carboxylate